1-(4-chlorophenyl)-4-ethoxycarbonyl-5-aminotriazole ClC1=CC=C(C=C1)N1N=NC(=C1N)C(=O)OCC